FC1CN(CC1C)C(=O)OC(C)(C)C tert-Butyl 3-fluoro-4-methylpyrrolidine-1-carboxylate